[Mo].[Cr].[Co] Cobalt-Chromium-Molybdenum